(2R,6S)-N-[2-(1-benzylpiperidin-4-yl)ethyl]-4-[5-(difluoromethoxy)pyrimidin-2-yl]-2,6-dimethylpiperazine-1-carboxamide C(C1=CC=CC=C1)N1CCC(CC1)CCNC(=O)N1[C@@H](CN(C[C@@H]1C)C1=NC=C(C=N1)OC(F)F)C